6-acetyl-3-[7-(difluoromethyl)-6-(1-methylpyrazol-4-yl)-3,4-dihydro-2H-quinolin-1-yl]-1-methyl-7,8-dihydro-5H-1,6-naphthyridin-2-one C(C)(=O)N1CC=2C=C(C(N(C2CC1)C)=O)N1CCCC2=CC(=C(C=C12)C(F)F)C=1C=NN(C1)C